ClC1=CC2=C(N(C(N=C2N2[C@H](CN([C@@H](C2)C)C(C=C)=O)C)=O)C=2C(=NC=CC2C)C(C)C)N=C1C1=C(C(=O)N)C=CC=C1 (M)-2-[6-Chloro-4-[(2S,5R)-2,5-dimethyl-4-prop-2-enoyl-piperazin-1-yl]-1-(2-isopropyl-4-methyl-3-pyridyl)-2-oxo-pyrido[2,3-d]pyrimidin-7-yl]benzamide